COC(=O)[C@]1(N(C[C@@H](C1)O)C(C1=CC=C(C=C1)C1=C(C=CC=C1)C)=O)CC#N (2S,4R)-2-(cyanomethyl)-4-hydroxy-1-(4-(2-methylphenyl)benzoyl)pyrrolidine-2-carboxylic acid methyl ester